methyl (2S)-2-(tert-butoxycarbonylamino)-2-(3-oxocyclohexyl)acetate C(C)(C)(C)OC(=O)N[C@H](C(=O)OC)C1CC(CCC1)=O